(R)-2-((R)-1-hydroxyethyl)pyrrolidine-1-carboxylic acid tert-butyl ester C(C)(C)(C)OC(=O)N1[C@H](CCC1)[C@@H](C)O